6-[1-(4-Methoxy-5-phenoxypyridine-2-carbonyl)piperidin-4-yl]5-methylpyridazin-3-amine COC1=CC(=NC=C1OC1=CC=CC=C1)C(=O)N1CCC(CC1)C1=C(C=C(N=N1)N)C